C1(CC1)C1=NC=NC(=C1C1=NC=C(C(=N1)OCC1=CC=C(C=C1)C=1N(C=C(N1)C(F)(F)F)C)CC(F)(F)F)OC 2-(4-cyclopropyl-6-methoxy-pyrimidin-5-yl)-4-[[4-[1-methyl-4-(trifluoromethyl)imidazol-2-yl]phenyl]methoxy]-5-(2,2,2-trifluoroethyl)pyrimidine